C(C)(C)(C)OC(=O)N1CC2=C(C=C(C=C2CC1)C(C)(F)F)O 6-(1,1-difluoroethyl)-8-hydroxy-3,4-dihydroisoquinoline-2(1H)-carboxylic acid tert-butyl ester